N-vinyl-5,5-dimethylpyrrolidone C(=C)N1C(CCC1(C)C)=O